1-(5-methoxy-4-(7-(methylthio)pyrazolo[1,5-c]pyrimidin-5-yl)pyridin-2-yl)ethan-1-one COC=1C(=CC(=NC1)C(C)=O)C1=CC=2N(C(=N1)SC)N=CC2